octahydro-4,7-methano-1H-indeneformaldehyde C1(CCC2C3CCC(C12)C3)C=O